ClC1=C2C(N(C(NC2=C(C=C1)S(=O)(=O)C1=CC(=CC(=C1)C(F)(F)F)F)=O)O)=O 5-chloro-8-((3-fluoro-5-(trifluoromethyl)phenyl)sulfonyl)-3-hydroxyquinazoline-2,4(1H,3H)-dione